BrC1=CC=2N(C3=CC=CC=C3C2C=C1)N1C(=NC2=C1C=CC=C2)CC 2-bromo-9-(2-ethyl-1H-benzo[d]imidazol-1-yl)-9H-carbazole